2-((3-chloro-4-fluorophenyl)(3,4-difluorophenyl)methyl)-4-(pyrrolidin-1-ylsulfonyl)-1H-imidazole ClC=1C=C(C=CC1F)C(C=1NC=C(N1)S(=O)(=O)N1CCCC1)C1=CC(=C(C=C1)F)F